7-methyl-5-oxido-3,4-dihydro-2H-pyrano[3,2-b]pyridin-5-ium CC=1C=C2C(=[N+](C1)[O-])CCCO2